1-(4-fluoro-2-methylphenyl)-3-(3-methyl-1H-pyrazol-4-yl)-6-(trifluoromethyl)-2,3-dihydroquinazolin-4(1H)-one FC1=CC(=C(C=C1)N1CN(C(C2=CC(=CC=C12)C(F)(F)F)=O)C=1C(=NNC1)C)C